FC1(CC1)S(=O)(=O)N[C@@H]1[C@@H](C=2C(N(C=NC2CC1)C(C)C)=O)CC=1N=C(SC1)C1=C(C=CC=C1)F |r| rac-1-fluoro-N-[(5R,6S)-5-{[2-(2-fluorophenyl)-1,3-thiazol-4-yl]methyl}-4-oxo-3-(propan-2-yl)-3,4,5,6,7,8-hexahydroquinazolin-6-yl]cyclopropane-1-sulfonamide